1-Undecyl-2-propylpyrrolium cyanid [C-]#N.C(CCCCCCCCCC)[NH+]1C(=CC=C1)CCC